FC(C(=O)O)(F)F.FC(C(=O)O)(F)F.FC(C(=O)O)(F)F.C(C)(=O)N acetamide tris(2,2,2-trifluoroacetate)